2'-O-fluoroadenosine-3'-phosphate P(=O)(O)(O)O[C@H]1[C@H]([C@@H](O[C@@H]1CO)N1C=NC=2C(N)=NC=NC12)OF